2-hydroxyhexyl-1,3-dioxetane OC(CC1OCO1)CCCC